3-((1H-pyrazolo[3,4-b]pyridin-5-yl)ethynyl)-4-methyl-N-(4-(4-morpholinopiperidin-1-yl)quinazolin-7-yl)benzamide N1N=CC=2C1=NC=C(C2)C#CC=2C=C(C(=O)NC1=CC=C3C(=NC=NC3=C1)N1CCC(CC1)N1CCOCC1)C=CC2C